ClC1=C(C=CC=C1C=1N=C(C(=NC1)CNC[C@@H]1CCC(N1)=O)CC)C1=C(C(=CC=C1)NC1=NC=CC=2C1=NC=CN2)Cl (S)-5-((((5-(2,2'-dichloro-3'-(pyrido[3,4-b]pyrazin-5-ylamino)-[1,1'-biphenyl]-3-yl)-3-ethylpyrazin-2-yl)methyl)amino)methyl)pyrrolidin-2-one